β-D-mannose phosphate P(=O)(O)(O)O.O[C@H]1[C@@H](O)[C@@H](O)[C@H](O)[C@H](O1)CO